N-(3,5-dichloro-4-(2,6-dioxopiperidin-3-yl)benzyl)-2-(5-(difluoromethoxy)-pyrimidin-2-yl)-2-methylpropanamide ClC=1C=C(CNC(C(C)(C)C2=NC=C(C=N2)OC(F)F)=O)C=C(C1C1C(NC(CC1)=O)=O)Cl